6-(2,6-dichlorophenyl)-2-[[4-[2-(diethylamino)ethoxy]phenyl]amino]-8-methyl-pyrido[2,3-d]pyrimidin-7(8H)-one dihydrochloride monohydrate O.Cl.Cl.ClC1=C(C(=CC=C1)Cl)C1=CC2=C(N=C(N=C2)NC2=CC=C(C=C2)OCCN(CC)CC)N(C1=O)C